N-(1-(3,5-difluorophenyl)-3-methyl-1H-pyrazolo[3,4-b]pyridin-5-yl)acrylamide FC=1C=C(C=C(C1)F)N1N=C(C=2C1=NC=C(C2)NC(C=C)=O)C